methyl 4-((4-(1-(2,6-dioxopiperidin-3-yl)-3-methyl-2-oxo-2,3-dihydro-1H-benzo[d]imidazol-5-yl)piperidin-1-yl)methyl)piperidine-1-carboxylate O=C1NC(CCC1N1C(N(C2=C1C=CC(=C2)C2CCN(CC2)CC2CCN(CC2)C(=O)OC)C)=O)=O